C(C)(C)N1N=CN=C1C=1N=C2N(CCOC3=C2C=CC(=C3)OC(C(=O)N)=C)C1 (S)-2-((2-(1-isopropyl-1H-1,2,4-triazol-5-yl)-5,6-dihydrobenzo[f]imidazo[1,2-d][1,4]oxazepin-9-yl)oxy)propenamide